N1CC2(C=3C1=NC=CC3)CCNCC2 dihydrospiro[piperidine-4,3'-pyrrolo[2,3-b]pyridin]